tert-butyl 1,8-diazaspiro[4.5]decane-1-carboxylate N1(CCCC12CCNCC2)C(=O)OC(C)(C)C